Bromine (prop-2-en-1-yl)magnesium C(C=C)[Mg].[Br]